5-methyl-1-(S)-pyrrolidin-3-yl-2,3-dihydro-1H-pyrrolo[2,3-b]pyridine CC=1C=C2C(=NC1)N(CC2)C2CNCC2